BrC=1C=C2C(=C(C(N(C2=NC1)CCN1CCN(CC1)C)=O)C(=O)OCC)O ethyl 6-bromo-4-hydroxy-2-oxo-1-(2-(4-methylpiperazin-1-yl) ethyl)-1,2-dihydro-1,8-naphthyridine-3-carboxylate